C(C)(C)(C)NC1=NC=C(C(=N1)N[C@H]1C[C@H]([C@@H](CC1)C)O)C(=O)N 2-(tert-butylamino)-4-((1r,3r,4r)-3-hydroxy-4-methylcyclohexylamino)-pyrimidine-5-carboxamide